O1C(=NC=C1)COC1=NC=CC=C1SC=1N=C2C(=NC1)NC(=N2)N2CCC1(CC2)[C@@H](C2=CC=CC=C2C1)N (S)-1'-(5-((2-(oxazol-2-ylmethoxy)pyridin-3-yl)thio)-1H-imidazo[4,5-b]pyrazin-2-yl)-1,3-dihydrospiro[indene-2,4'-piperidin]-1-amine